dichlorocoronene ClC1=C(C2=CC=C3C=CC4=CC=C5C=CC6=CC=C1C1=C6C5=C4C3=C21)Cl